ClC1=C(C(=O)NC2CN(C2)C(=O)N2CCN(CC2)C=2OC=3C(=NC(=CC3)Cl)N2)C=CC(=C1)F 2-chloro-N-[1-[4-(5-chlorooxazolo[4,5-b]pyridin-2-yl)piperazine-1-carbonyl]azetidin-3-yl]-4-fluoro-benzamide